(3R,4R)-1-cyclohexyl-4-{[5-(2,4-difluoro-phenyl)-isoxazole-3-carbonyl]-amino}-piperidine-3-carboxylic acid (1-pyridin-2-yl-cyclopropyl)-amide N1=C(C=CC=C1)C1(CC1)NC(=O)[C@@H]1CN(CC[C@H]1NC(=O)C1=NOC(=C1)C1=C(C=C(C=C1)F)F)C1CCCCC1